2-((5-bromo-1H-indol-3-yl)amino)-2-oxoacetic acid ethyl ester C(C)OC(C(=O)NC1=CNC2=CC=C(C=C12)Br)=O